P(OC1=CC=CC2=CC=CC=C12)(OC1=CC=CC2=CC=CC=C12)OC1=CC=CC2=CC=CC=C12 tris(naphthyl) phosphite